benzyl 4-(4-cyano-2-methoxyphenyl)-5-((3,3-difluorocyclobutyl) methoxy)-2,8-dimethyl-1,4-dihydro-1,6-naphthyridine-3-carboxylate C(#N)C1=CC(=C(C=C1)C1C(=C(NC2=C(C=NC(=C12)OCC1CC(C1)(F)F)C)C)C(=O)OCC1=CC=CC=C1)OC